FC(CCN[C@H](CO)C#C[Si](C(C)C)(C(C)C)C(C)C)F (S)-2-((3,3-difluoropropyl)amino)-4-(triisopropylsilyl)but-3-yn-1-ol